C=C1C2CCC(C1=C)CC2 2,3-bis(methylene)bicyclo[2.2.2]octane